C1C(CC2=CC=CC=C12)NC1=NC=C(C=N1)C=1C(=NN(C1)CC(=O)N1CC2=C(CC1)NN=N2)CN2CCN(CC2)CC 2-(4-{2-[(2,3-dihydro-1H-inden-2-yl)amino]pyrimidin-5-yl}-3-[(4-ethylpiperazin-1-yl)methyl]-1H-pyrazol-1-yl)-1-{1H,4H,5H,6H,7H-[1,2,3]triazolo[4,5-c]pyridin-5-yl}ethan-1-one